C(\C=C\C(=O)O)(=O)O.C(#N)[C@@H](C)NC1=CC(=NC=C1C(=O)NC[C@H](C(C)(C)O)F)C1=CC=C2N1N=CC(=C2)C#N.C(#N)[C@@H](C)NC2=CC(=NC=C2C(=O)NC[C@H](C(C)(O)C)F)C2=CC=C1N2N=CC(=C1)C#N 4-(((R)-1-cyanoethyl)amino)-6-(3-cyanopyrrolo[1,2-b]pyridazin-7-yl)-N-((R)-2-fluoro-3-hydroxy-3-methylbutyl)nicotinamide hemi-fumarate salt